C(CCCCCCC)C1=CC=C2C=3C=CC(=CC3NC2=C1)C1(CC=C(C=C1)N)NC1=CC=CC=C1 1-(7-octyl-9H-carbazol-2-yl)-N1-phenylbenzene-1,4-diamine